FC1=NN2C(N=CC3=C2C(CC3C(=O)O)(C3=NNC=C3)C)=C1 2-fluoro-8-methyl-8-(1H-pyrazol-3-yl)-7,8-dihydro-6H-cyclopenta[e]pyrazolo[1,5-a]pyrimidine-6-carboxylic acid